1,4-Bis(tert-butylperoxy-isopropyl)benzene 5,5'-diisopropyl-3,3'-dimethyl-[2,2'-binaphthalene]-1,1'-diacetate C(C)(C)C=1C2=CC(=C(C(=C2C=CC1)CC(=O)O)C=1C(=C2C=CC=C(C2=CC1C)C(C)C)CC(=O)O)C.C(C)(C)(C)OOC(C)(C)C1=CC=C(C=C1)C(C)(C)OOC(C)(C)C